N1CCC2=C(C=CC=C12)C1=NNC2=CC=CC=C12 3-(2,3-dihydro-1H-indol-4-yl)-1H-indazole